N-(7-(hydroxyamino)-7-oxoheptyl)-2-(pyridin-2-yl(o-tolyl)amino)pyrimidine ONC(CCCCCCN1C(N=CC=C1)N(C1=C(C=CC=C1)C)C1=NC=CC=C1)=O